C(C)C(CN1C(=C(C(C=C1)=O)OC(=O)C(C)(C)C)C(C)=O)CCCC N-(2-ethylhexyl)-2-acetyl-3-tert-butylcarbonyloxy-pyridin-4-one